C(CC)(=O)N1CCN(CC1)C1=CC=C(C=C1)NC1=NC2=CC=CC=C2C=N1 2-((4-(4-propionylpiperazin-1-yl)phenyl)amino)quinazolin